manganese vanadium-iron [Fe].[V].[Mn]